FC1(CCC(CC1)NC(=O)C=1C=NC=C(C1)C1=CC(=C(C(=C1)F)F)F)F N-(4,4-difluorocyclohexyl)-5-(3,4,5-trifluorophenyl)pyridine-3-carboxamide